ClC1=CC=C(C=C1)C1=NC(=C2C(=N1)N(N=C2)C2=NC=C(C=C2)C(F)(F)F)NC(=O)C=2SC(=CC2)[N+](=O)[O-] N-(6-(4-chlorophenyl)-1-(5-(trifluoromethyl)pyridin-2-yl)-1H-pyrazolo[3,4-d]pyrimidin-4-yl)-5-nitrothiophene-2-carboxamide